4-(5-bromo-3-(1-cyano-2-(5-cyano-2-methoxyphenyl)vinyl)-1H-indol-1-yl)-2-(tert-butoxycarbonylamino)-4-oxobutanoic acid benzyl ester C(C1=CC=CC=C1)OC(C(CC(=O)N1C=C(C2=CC(=CC=C12)Br)C(=CC1=C(C=CC(=C1)C#N)OC)C#N)NC(=O)OC(C)(C)C)=O